CN1C(C=C(C=C1)C1=NC=C(C=C1)NC(=O)N)=O 1-(1'-methyl-2'-oxo-1',2'-dihydro-2,4'-bipyridin-5-yl)urea